(1r,3s,5r)-N-(6-bromo-3-methylpyridin-2-yl)-5-methyl-2-azabicyclo[3.1.0]hexane-6,6-d2-3-carboxamide TFA salt OC(=O)C(F)(F)F.BrC1=CC=C(C(=N1)NC(=O)[C@H]1N[C@@H]2C([C@@]2(C1)C)([2H])[2H])C